FC(C1=NN2C(N=C(C=C2NCC2(CCC(CC2)=O)C2=CC=C(C=C2)F)C(F)(F)F)=C1)(F)F 4-(((2,5-Bis(trifluoromethyl)pyrazolo[1,5-a]pyrimidin-7-yl)amino)methyl)-4-(4-fluorophenyl)cyclohexan-1-one